N-ethyl-isopropylammonium C(C)[NH2+]C(C)C